3,3'-dicarboxybiphenyl-4,4'-diamine C(=O)(O)C=1C=C(C=CC1N)C1=CC(=C(C=C1)N)C(=O)O